ethyl 3-(4-butyl-2-((tert-butyldimethylsilyl) oxy)-4-methylcyclohexyl)-2-butenoate C(CCC)C1(CC(C(CC1)C(=CC(=O)OCC)C)O[Si](C)(C)C(C)(C)C)C